CC(=O)N[C@@H]1[C@H]([C@H]([C@H](OC1O)CO)O)O[C@H]2[C@@H]([C@H](C=C(O2)C(=O)[O-])O)O The molecule is a monocarboxylic acid anion that is the conjugate base of 3-O-(4-deoxy-alpha-L-threo-hex-4-enopyranosyluronic acid)-D-galactosamine; major species at pH 7.3. It is a carbohydrate acid derivative anion and a monocarboxylic acid anion. It is a conjugate base of a N-acetyl-3-O-(4-deoxy-alpha-L-threo-hex-4-enopyranosyluronic acid)-D-galactosamine.